(S)-N-(1-(6-((4-chlorophenyl)amino)-2-morpholinopyrimidin-4-yl)ethyl)-5-methoxypicolinamide ClC1=CC=C(C=C1)NC1=CC(=NC(=N1)N1CCOCC1)[C@H](C)NC(C1=NC=C(C=C1)OC)=O